4-[(E)-2-(6-iodo-1H-benzimidazol-2-yl)vinyl]-N,N-dimethylaniline IC=1C=CC2=C(NC(=N2)/C=C/C2=CC=C(N(C)C)C=C2)C1